4-(3-(3-(Aminomethyl)piperazin-1-carbonyl)-1-(p-tolyl)-1H-pyrazol-5-yl)benzonitril NCC1CN(CCN1)C(=O)C1=NN(C(=C1)C1=CC=C(C#N)C=C1)C1=CC=C(C=C1)C